(2S)-4-[5-[Bis(2-chloroethyl)amino]-1-methyl-benzimidazol-2-yl]-2-(tert-butoxycarbonyl-amino)butanoic acid ClCCN(C1=CC2=C(N(C(=N2)CC[C@@H](C(=O)O)NC(=O)OC(C)(C)C)C)C=C1)CCCl